3-Methyl-6-nitrobenzo[d]thiazol-2(3H)-one CN1C(SC2=C1C=CC(=C2)[N+](=O)[O-])=O